2-(4-Methylthiophen-2-yl)acetonitrile CC=1C=C(SC1)CC#N